Di-tert-butylphosphinyl-magnesium chloride C(C)(C)(C)P(=O)(C(C)(C)C)[Mg]Cl